C(C)N(CCCOC1=C(C=C(C=C1C)NC1=NC=C(C(=N1)N1OCCC1C1=CC=CC=C1)C)C)CC N-(4-(3-(diethylamino)propoxy)-3,5-dimethylphenyl)-5-methyl-4-(3-phenylisoxazolidin-2-yl)pyrimidin-2-amine